ClC=1C2=C(N=CN1)N(C=C2I)C2=CC(=C(C(=C2)F)F)F 4-Chloro-5-iodo-7-(3,4,5-trifluorophenyl)-7H-pyrrolo[2,3-d]pyrimidine